(4-[4-(2,2-dimethylpropionyl)piperazin-1-yl]phenyl)amine CC(C(=O)N1CCN(CC1)C1=CC=C(C=C1)N)(C)C